N4-(benzo[d][1,3]dioxol-5-yl)-N2-(4-methoxyphenyl)-5-(trifluoromethyl)pyrimidine-2,4-diamine O1COC2=C1C=CC(=C2)NC2=NC(=NC=C2C(F)(F)F)NC2=CC=C(C=C2)OC